FC1(CCN(CC1)C1=NC(=CC(=N1)NC(C1=C(C=C(C=C1)NS(=O)(=O)CCO)N1[C@H]2CC3(CC3)C[C@@H]1CC2)=O)C)F N-(2-(4,4-difluoropiperidin-1-yl)-6-methylpyrimidin-4-yl)-4-((2-hydroxyethyl)sulfonamido)-2-((1R,5S)-8-azaspiro[bicyclo[3.2.1]octane-3,1'-cyclopropane]-8-yl)benzamide